ClC1=CC=C(C=C1)C=1N(C2=CC=CC=C2C1)S(=O)(=O)C1=CC=C(C=C1)C 2-(4-chlorophenyl)-1-[(4-methylphenyl)sulfonyl]-1H-indole